COC1=C(C(=C(C(=C1C(O)(C1=CC=CC=C1)C1=CC=CC=C1)OC)OC)OC)OC pentamethoxytriphenyl-methanol